4-methoxy-3,3-dimethyl-2H,3H,5H-benzo[g]indole-2,5-dione COC1=C2C(C(N=C2C2=C(C1=O)C=CC=C2)=O)(C)C